C1(=CC=CC=C1)C1=C(C2=C(OC3=C2C=CC=C3)C=C1)C1=NN=NC(=C1C1=C(C(=C(C=C1)C)C)C1=CC=CC=3C2=CC=CC=C2CC13)C1=CC=CC=C1 Phenyl[phenyl(dimethylfluorenylphenyl)triazinyl]dibenzofuran